C1(CCC1)OC1=CC=2N(C=C1C(=O)NC=1C(N(C=CC1)C1C(C1)F)=O)C=C(N2)[C@@]21CO[C@@](C2)(C1)C (rac)-cis-7-cyclobutoxy-N-(1-(2-fluorocyclopropyl)-2-oxo-1,2-dihydropyridin-3-yl)-2-(1-methyl-2-oxabicyclo[2.1.1]hex-4-yl)imidazo[1,2-a]pyridine-6-carboxamide